2-(3-amino-1H-pyrazol-1-yl)-4,6-dimethylnicotinonitrile NC1=NN(C=C1)C1=C(C#N)C(=CC(=N1)C)C